sodium 4-trifluoromethoxybenzenesulfinate FC(OC1=CC=C(C=C1)S(=O)[O-])(F)F.[Na+]